CC1=NN(C=C1C(=O)O)C(C)C 3-methyl-1-(propan-2-yl)-1H-pyrazole-4-carboxylic acid